FC(CC=1C(=NOC1)C(=O)OCC)(F)F ethyl 4-(2,2,2-trifluoroethyl)isoxazole-3-carboxylate